2-{5-[(3R,5R)-5-amino-3-[2-chloro-6-(difluoromethoxy)phenyl]-10-fluoro-1,7-diazatricyclo[6.4.0.02,6]dodeca-2(6),7,9,11-tetraen-11-yl]pyrimidin-2-yl}propan-2-ol N[C@@H]1C[C@@H](C=2N3C=C(C(=CC3=NC12)F)C=1C=NC(=NC1)C(C)(C)O)C1=C(C=CC=C1OC(F)F)Cl